BrC1=C(C=C2C(=NC(=NC2=C1F)OCC1(C(C1)(F)F)CO)N1CC2CCC(C1)N2C(=O)OCCCC)F butyl 3-(7-bromo-2-((2,2-difluoro-1-(hydroxymethyl)cyclopropyl)methoxy)-6,8-difluoroquinazolin-4-yl)-3,8-diazabicyclo[3.2.1]octane-8-carboxylate